C1(CC1)S(=O)(=O)N1C[C@@H](CCC1)NCC1=CC(=C(C(=C1)O)N1CC(NS1(=O)=O)=O)F 5-[4-[[[(3R)-1-cyclopropylsulfonyl-3-piperidyl]amino]methyl]-2-fluoro-6-hydroxy-phenyl]-1,1-dioxo-1,2,5-thiadiazolidin-3-one